2-(perylene-3-yl)acetic acid C1=CC(=C2C=CC=C3C4=CC=CC5=CC=CC(C1=C23)=C45)CC(=O)O